3,5-difluoropyridine-4-carbonyl chloride FC=1C=NC=C(C1C(=O)Cl)F